N'-(2-Chloro-5-methyl-4-(S-methyl-N-(3-(pentafluoro-λ6-sulfaneyl)phenyl)sulfonimidoyl)phenyl)-N-ethyl-N-methylformimidamid ClC1=C(C=C(C(=C1)S(=O)(=NC1=CC(=CC=C1)S(F)(F)(F)(F)F)C)C)N=CN(C)CC